[(1-(3-(2-(trifluoromethyl)-10H-phenothiazin-10-yl)propyl)piperidin-4-yl)methanamine] HCl Cl.FC(C1=CC=2N(C3=CC=CC=C3SC2C=C1)CCCN1CCC(CC1)CN)(F)F